4-methylamino-benzenesulfonic acid CNC1=CC=C(C=C1)S(=O)(=O)O